4-[(1S,4S,5R)-5-{[4-Cyclopropyl-1-(2,6-dichlorophenyl)-1H-1,2,3-triazol-5-yl]methoxy}-2-azabicyclo[2.2.1]heptan-2-yl]-N-(oxan-4-sulfonyl)benzamid C1(CC1)C=1N=NN(C1CO[C@H]1[C@@H]2CN([C@H](C1)C2)C2=CC=C(C(=O)NS(=O)(=O)C1CCOCC1)C=C2)C2=C(C=CC=C2Cl)Cl